4-(2-(4-((1R,3S,5R,5'R,7R)-dispiro[adamantane-2,3'-[1,2,4]trioxolane-5',1''-cyclohexan]-3''-yl)-3-methylphenoxy)ethyl)morpholine [C@@]12(CC(CCC1)C1=C(C=C(OCCN3CCOCC3)C=C1)C)OC1(OO2)C2CC3CC(CC1C3)C2